N1=C(N=CC=C1)N1C(C=2CCCCC2C=N1)=O 2-(pyrimidin-2-yl)-5,6,7,8-tetrahydrophthalazin-1-one